CN(CCC1=CNC2=CC3=C(C=C12)OCO3)C N,N-dimethyl-5,6-methylenedioxytryptamine